BrC=1C=NC(=NC1)OCCOCCOCCOCCNC(OC(C)(C)C)=O tert-butyl N-[2-[2-[2-[2-(5-bromopyrimidin-2-yl)oxyethoxy]ethoxy]ethoxy]ethyl]carbamate